C(C)N1C(CCC1)C(=O)O 1-ETHYLPYRROLIDINE-2-CARBOXYLIC ACID